C1=CC=CC=2C=CN3C(C12)=NC1=C3C=CC=C1 benzimidazolo[2,1-a]isoquinoline